N1-{4-[(3,6-dimethyl-1,2-benzisoxazol-4-yl)oxy]phenyl}-D-alaninamide CC1=NOC2=C1C(=CC(=C2)C)OC2=CC=C(C=C2)NC([C@H](N)C)=O